methyl (2S-3R)-3-((tert-butyldiphenylsilyl)oxy)pyrrolidine-2-carboxylate [Si](C1=CC=CC=C1)(C1=CC=CC=C1)(C(C)(C)C)O[C@H]1[C@H](NCC1)C(=O)OC